trans-isoundecanoic acid C(CCCCCCCC(C)C)(=O)O